2,3-dihydroxynaphthalene-1,4-dicarboxaldehyde OC1=C(C2=CC=CC=C2C(=C1O)C=O)C=O